Cl[Zn]C=1N(C(=C(N1)C1=NC=2C(=NC=C(C2)C(F)(F)F)N1C)S(=O)(=O)CC)C Chloro{5-(ethylsulfonyl)-1-methyl-4-[3-methyl-6-(trifluoromethyl)-3H-imidazo[4,5-b]pyridin-2-yl]-1H-imidazol-2-yl}zinc